6-[2-hydroxy-4-(trifluoromethyl)phenyl]-4-methyl-1,2,4-triazin-5-one OC1=C(C=CC(=C1)C(F)(F)F)C=1C(N(C=NN1)C)=O